N-(6-amino-5-ethylpyridin-3-yl)-2-((2S,5R)-2-(4-fluorophenyl)-5-methyl-4-(1-methylcyclopropanecarbonyl)piperazin-1-yl)-2-oxoacetamide NC1=C(C=C(C=N1)NC(C(=O)N1[C@H](CN([C@@H](C1)C)C(=O)C1(CC1)C)C1=CC=C(C=C1)F)=O)CC